[Cl-].[Cl-].C1(=CC=CC=C1)C(CCC)(C1=CC=CC=C1)C1(C=CC=C1)[Zr+2]C1(C=CC=C1)C(CCC)(C1=CC=CC=C1)C1=CC=CC=C1 bis((1,1-diphenylbutyl)cyclopentadienyl)zirconium dichloride